[W].[F].BrC1=CN=C(S1)CO (5-Bromothiazol-2-yl)methanol fluorine tungsten